4-[3-(difluoromethoxy)-1-[(4-methoxyphenyl)methyl]pyrazolo[3,4-b]pyridin-5-yl]oxyaniline FC(OC1=NN(C2=NC=C(C=C21)OC2=CC=C(N)C=C2)CC2=CC=C(C=C2)OC)F